ethyl carbamimidate C(N)(OCC)=N